COC(C(C)(C)OCC1=NN(C(=C1)C1=CC(=CC=C1)SC)CC1=C(C=CC=C1)Cl)=O 2-([1-[(2-chlorophenyl)methyl]-5-[3-(methylsulfanyl)phenyl]-1H-pyrazol-3-yl]methoxy)-2-methylpropanoic acid methyl ester